2-(1-adamantyl)ethyl carbonate C(OCCC12CC3CC(CC(C1)C3)C2)([O-])=O